C[Te]C(C(=O)[O-])C methyltellanyl-propionate